COC(=O)C=1SC(=CN1)NC(=O)OC(C)(C)C 5-((tert-butoxycarbonyl)amino)thiazole-2-carboxylic acid methyl ester